1-(3,3-Difluoroazetidin-1-yl)-2-[6-(4-fluoro-3-methyl-phenyl)pyrazolo[4,3-b]pyridin-1-yl]ethanone trifluoroacetate salt FC(C(=O)O)(F)F.FC1(CN(C1)C(CN1N=CC2=NC=C(C=C21)C2=CC(=C(C=C2)F)C)=O)F